CC1(OCC(CO1)NC(C=C)=O)C N-(2,2-dimethyl-1,3-dioxan-5-yl)acrylamide